ClC1=CC2=C(N=C(O2)OC2=CC=C(O[C@@H](C(=O)N)C)C=C2)C=C1 (R)-2-(4-((6-chlorobenzo[d]oxazol-2-yl)oxy)phenoxy)propionamide